CC=CC(=C)C 1,3-dimethyl-butadiene